C(C)OC(=O)C=1C=NN2C1N=C(C=C2)N2[C@H](C[C@@H](C2)F)C=2C(=NC=C(C2)F)O 5-((2R,4S)-4-fluoro-2-(5-fluoro-2-hydroxypyridin-3-yl)pyrrolidin-1-yl)pyrazolo[1,5-a]pyrimidine-3-carboxylic acid ethyl ester